2-methyl-3-(4-nitrophenyl)-8-methoxyisoquinoline triflate OS(=O)(=O)C(F)(F)F.CN1CC2=C(C=CC=C2C=C1C1=CC=C(C=C1)[N+](=O)[O-])OC